3-((3-(6-(([2,3'-bipyridin]-5-ylmethyl)amino)-9-isopropyl-9H-purin-2-yl)pyridin-2-yl)amino)propan-1-ol N1=C(C=CC(=C1)CNC1=C2N=CN(C2=NC(=N1)C=1C(=NC=CC1)NCCCO)C(C)C)C=1C=NC=CC1